COC(=O)C=1C=C(NCC(=O)O)C=CC1 2-(3-methoxycarbonylanilino)acetic acid